C(C)S(=O)(=O)N([C@H]1C([C@H](N(C1)C(=O)OC(C)(C)C)CO)(F)F)CC1=CC=C(C=C1)OC tert-Butyl (2R,4R)-4-{(ethanesulfonyl)[(4-methoxyphenyl)methyl]amino}-3,3-difluoro-2-(hydroxymethyl)pyrrolidine-1-carboxylate